FC(C=1C(=C(C=CC1)[C@@H](C)NC1=NC(=NC2=CC(=C(C=C12)P(C)(C)=O)NC(C)C)C)C)F (R)-(4-((1-(3-(difluoromethyl)-2-methylphenyl)ethyl)amino)-7-(isopropylamino)-2-methylquinazolin-6-yl)dimethylphosphine oxide